2-[1-(2,2-difluoroethyl)-1H-pyrazolo[3,4-b]pyrazin-6-yl]-8-[6-(trifluoromethyl)pyridin-2-yl]-2,8-diazaspiro[4.5]decane FC(CN1N=CC=2C1=NC(=CN2)N2CC1(CC2)CCN(CC1)C1=NC(=CC=C1)C(F)(F)F)F